C(C1=CC=CC=C1)(=O)C(C1=CC=CC=C1)C(C)=O Benzoyl-acetylphenylmethane